CN1N=C(C=C1C(=O)N1CC2(C3=CC(=CC=C13)NS(=O)(=O)C)CCCCC2)S(=O)(=O)N2CCCCC2 N-(1'-(1-methyl-3-(piperidin-1-ylsulfonyl)-1H-pyrazole-5-carbonyl)spiro[cyclohexane-1,3'-indolin]-5'-yl)methanesulfonamide